1-(4-((1R,5S)-3,8-diazabicyclo[3.2.1]octan-3-yl)-8-fluoro-2-(((S)-1-methylpyrrolidin-2-yl)methoxy)pyrido[4,3-d]pyrimidin-7-yl)-8-methyl-1,2,3,4-tetrahydroquinolin-3-ol [C@H]12CN(C[C@H](CC1)N2)C=2C1=C(N=C(N2)OC[C@H]2N(CCC2)C)C(=C(N=C1)N1CC(CC2=CC=CC(=C12)C)O)F